ClC=1C=C2C[C@@H]3[C@]4([C@](CCN(CC4)CCN4N=CC(=C4)C)(C2=CC1O)CCN3CC3CC3)O (5aS,6R,11bS)-9-chloro-14-(cyclopropylmethyl)-3-(2-(4-methyl-1H-pyrazol-1-yl)ethyl)-2,3,4,5,6,7-hexahydro-6,11b-(epiminoethano)naphtho[1,2-d]azepine-5a,10(1H)-diol